Cl.N[C@@H](C(=O)N1CCN(CC1)CC1=C(C=CC=C1)SC)C1CCN(CC1)CCC1=C(C=CC(=C1)Cl)C1=CC(=CC(=C1)O)F (R)-2-amino-2-(1-(2-(4-chloro-3'-fluoro-5'-hydroxy-[1,1'-biphenyl]-2-yl)ethyl)piperidin-4-yl)-1-(4-(2-(methylthio)benzyl)piperazin-1-yl)ethan-1-one hydrochloride